3-[6-(2-cyclohexylethyl)-7-oxo-1H-pyrrolo[2,3-c]pyridin-4-yl]-N,N-dimethylbenzamide C1(CCCCC1)CCN1C(C2=C(C(=C1)C=1C=C(C(=O)N(C)C)C=CC1)C=CN2)=O